(6,8-difluoro-1,2,3,4-tetrahydronaphthalen-1-yl)-8-(trifluoromethylsulfonyl)isoquinoline FC=1C=C2CCCC(C2=C(C1)F)C1=NC=CC2=CC=CC(=C12)S(=O)(=O)C(F)(F)F